(3aR,7aR)-Benzyl hexahydro-1H-pyrrolo[2,3-c]pyridine-6(2H)-carboxylate N1CC[C@H]2[C@@H]1CN(CC2)C(=O)OCC2=CC=CC=C2